6-fluoro-5-(fluoromethoxy-d2)naphthalen-2-amine FC=1C(=C2C=CC(=CC2=CC1)N)OC([2H])([2H])F